2-(4-methylpiperazin-1-yl)-7-(4-piperidyl)-3H-imidazo[4,5-b]pyridine CN1CCN(CC1)C1=NC=2C(=NC=CC2C2CCNCC2)N1